FC(OC=1C=CC(=NC1)C=1NC(=C(N1)C(=O)NC1=CC(=CC=C1)C(CC)(F)F)C)F 2-(5-(difluoromethoxy)pyridin-2-yl)-N-(3-(1,1-difluoropropyl)phenyl)-5-methyl-1H-imidazole-4-carboxamide